N-(2-(2-(Benzyl(hydroxy)amino)ethoxy)ethyl)-3',6'-bis(dimethylamino)-3-oxo-3H-spiro[isobenzofuran-1,9'-xanthene]-6-carboxamide C(C1=CC=CC=C1)N(CCOCCNC(=O)C1=CC=C2C(OC3(C4=CC=C(C=C4OC=4C=C(C=CC34)N(C)C)N(C)C)C2=C1)=O)O